methyl 2-methoxy-3-(4-(methoxymethoxy)benzo[b]thiophen-7-yl)propanoate COC(C(=O)OC)CC1=CC=C(C2=C1SC=C2)OCOC